NCC1CCC(CC1)C(C1=CC(=NC(=C1)Cl)N1CCN(CC1)S(=O)(=O)C1=CC=C(C=C1)N1C[C@@H](CC1=O)NC(OC(C)(C)C)=O)(F)F |r| Tert-butyl N-[rac-(3R)-1-[4-[4-[4-[[4-(aminomethyl)cyclohexyl]-difluoro-methyl]-6-chloro-2-pyridyl]piperazin-1-yl]sulfonylphenyl]-5-oxo-pyrrolidin-3-yl]carbamate